3-(1'-(3,4-difluorobenzyl)-6-oxo-6,8-dihydro-2H,7H-spiro[furo[2,3-e]isoindole-3,4'-piperidin]-7-yl)piperidine-2,6-dione FC=1C=C(CN2CCC3(CC2)COC2=C4CN(C(C4=CC=C23)=O)C2C(NC(CC2)=O)=O)C=CC1F